Propanoic acid, ethyl ester C(CC)(=O)OCC